S(=O)(=O)([O-])[O-].[Ca+2].ClC=1C=C(C=NC1)C1=CC=C(C=C1)NC(C(CC)C1=NC(=CC=C1)NS(=O)(=O)C1CC1)=O N-(4-(5-chloropyridin-3-yl)phenyl)-2-(6-(cyclopropanesulfonylamino)pyridin-2-yl)butanamide calcium sulfate